O=C1N(CCC(N1)=O)C1=NN(C2=CC(=CC=C12)C=1C(CN(CC1)C(=O)OC(C)(C)C)F)C tert-Butyl 4-[3-(2,4-dioxohexahydropyrimidin-1-yl)-1-methyl-indazol-6-yl]-3-fluoro-3,6-dihydro-2H-pyridine-1-carboxylate